6-{4-[2-Hydroxy-3-(propan-2-ylamino)propyl]-1,4-diazepan-1-yl}-N-(pyridin-3-ylmethyl)pyridine-2-carboxamide OC(CN1CCN(CCC1)C1=CC=CC(=N1)C(=O)NCC=1C=NC=CC1)CNC(C)C